C(CCCCCCCCCCCCCCC)(=O)OC[C@@H](OC(CCCCCCCCCCCCCCCCC)=O)COP(=O)([O-])OCC[N+](C)(C)C 1-palmitoyl-2-stearoyl-sn-glycero-3-phosphocholine